NC1=NC=C(C2=C1C=NN2)NC(C(=O)N([C@@H](C)C2=C(C=C(C=C2)C(F)(F)F)C)C)=O (S)-N1-(4-amino-1H-pyrazolo[4,3-c]pyridin-7-yl)-N2-methyl-N2-(1-(2-methyl-4-(trifluoromethyl)phenyl)ethyl)oxalamide